O1C(=CC2=C1C=CC=C2)C2=CC=C(C=C2)N(C2=CC=C(C=C2)C2=CC1=C(N=C(O1)C=1SC=CC1)C=C2)C2=CC=C(C=C2)C=2SC1=C(C2)C=CC=C1 N-(4-benzofuran-2-yl-phenyl)-N-(4-benzothien-2-yl-phenyl)-N-{4-(2-thiophen-2-yl-benzoxazol-6-yl)-phenyl}-amine